O1CCN(CC1)C=1OC=2C(=NC(=C(C2)[N+](=O)[O-])N2C[C@@H](CC2)NC(OC(C)(C)C)=O)N1 tert-butyl (R)-(1-(2-morpholino-6-nitrooxazolo[4,5-b]pyridin-5-yl)pyrrolidin-3-yl)carbamate